methyl (naphthalene-2-yl) sulfide C1=C(C=CC2=CC=CC=C12)SC